BrC=1C(=NC=NC1)C(C)(C)C 5-Bromo-4-tert-butylpyrimidine